BrC1=CC(=C(C(=O)N2C[C@@H](N(C[C@H]2C)C(=O)OCCCC)C)C=C1)F Butyl (2S,5R)-4-(4-bromo-2-fluorobenzoyl)-2,5-dimethylpiperazine-1-carboxylate